NC1=NC=CC=C1C1=NC=2C(=NC(=CC2)N2N=CC=C2)N1C=1C=CC(=NC1)NC(=O)C1CCC(CC1)C(=O)O (1r,4r)-4-((5-(2-(2-aminopyridin-3-yl)-5-(1H-pyrazol-1-yl)-3H-imidazo[4,5-b]pyridin-3-yl)pyridin-2-yl)carbamoyl)cyclohexane-1-carboxylic acid